7-(piperidin-3-yl)-4H-pyrido[1,2-a]pyrimidin-4-one N1CC(CCC1)C=1C=CC=2N(C(C=CN2)=O)C1